C1(CC1)C=1C=C(C=CC1)C(=O)N1CCC2(C(N3[C@H](O2)CC[C@H]3C3=CC=CC=C3)=O)CC1 (5'S,7a'R)-1-(3-cyclopropylbenzene-1-carbonyl)-5'-phenyltetrahydro-3'H-spiro[piperidine-4,2'-pyrrolo[2,1-b][1,3]-oxazol]-3'-one